(R)-N-(4-(5-cyano-2,2-dimethyl-2,3-dihydro-1H-pyrrolizin-7-yl)pyridin-2-yl)-2-(6-(2-hydroxypropan-2-yl)pyridin-2-yl)propanamide C(#N)C=1N2CC(CC2=C(C1)C1=CC(=NC=C1)NC([C@H](C)C1=NC(=CC=C1)C(C)(C)O)=O)(C)C